(Z)-2-(1-(4-(2,4-dichlorophenoxy)benzylidene)-5-fluoro-2-methyl-1H-inden-3-yl)acetic acid ClC1=C(OC2=CC=C(\C=C/3\C(=C(C4=CC(=CC=C34)F)CC(=O)O)C)C=C2)C=CC(=C1)Cl